C1=C(C=CC=2SC3=C(C21)C=CC=C3)C3=C(C(=C(C#N)C(=C3C3=CC(=NC(=C3)C3=CC(=NC(=C3)C3=CC=CC=C3)C3=CC=CC=C3)C3=CC(=NC(=C3)C3=CC=CC=C3)C3=CC=CC=C3)N3C2=C(C=1C=CC=CC31)N=CC=C2)N2C3=C(C=1C=CC=CC21)N=CC=C3)N3C2=C(C=1C=CC=CC31)N=CC=C2 4-(dibenzo[b,d]thiophen-2-yl)-2,3,6-tris(5H-pyrido[3,2-b]indol-5-yl)-5-(2,2'',6,6''-tetraphenyl-[4,2':6',4''-terpyridin]-4'-yl)benzonitrile